C1(CCCC1)C(CC(=O)C1CCC1)=O 1-cyclopentyl-3-cyclobutyl-1,3-propanedione